C1[C@H]2[C@H]([C@@H]([C@H](O2)N3C=NC4=C3N=C(NC4=O)N)O)OP(=O)(O1)O Guanosin-3',5'-monophosphat